3-(2,4,6-tri(tert-butyl)phenyl)-1,5-dimethyl-pyrazol C(C)(C)(C)C1=C(C(=CC(=C1)C(C)(C)C)C(C)(C)C)C1=NN(C(=C1)C)C